4-bromo-5-(1-methylpiperidine-4-carbonyl)furo[2,3-c]pyridine-2-carbonitrile BrC1=C2C(=CN=C1C(=O)C1CCN(CC1)C)OC(=C2)C#N